diisoamyl 2,3-diisopropylmaleate C(C)(C)/C(/C(=O)OCCC(C)C)=C(/C(=O)OCCC(C)C)\C(C)C